O[NH+](C1=CC=CC=C1)C hydroxy-methylanilinium